N-[3-(dimethylamino)propyl]-N-[1-(N',N'-dioctylhydrazinocarbonyl)undec-2-yl]decanamide CN(CCCN(C(CCCCCCCCC)=O)C(CC(=O)NN(CCCCCCCC)CCCCCCCC)CCCCCCCCC)C